FC(C1(OCC(O1)C(=O)[O-])C(F)(F)F)(F)F.[Ca+2].FC(F)(F)C1(OCC(O1)C(=O)[O-])C(F)(F)F calcium 2,2-bis(trifluoromethyl)-1,3-dioxolane-4-carboxylate